C1(CCCC1)C(CC#N)N1N=CC(=C1)C=1C2=C(N=CN1)NC=C2 3-cyclopentyl-3-[4-(7H-pyrrolo[2,3-d]pyrimidin-4-yl)-1H-pyrazol-1-yl]propane-nitrile